Cl.C12CC(CC(CC1)N2)OC=2C=C1C(=NC=NC1=CC2)NC2=C(C(=C(C=C2)OC2=CC=1N(C=C2)N=CN1)C)F 6-((endo-8-Azabicyclo[3.2.1]octan-3-yl)oxy)-N-(4-([1,2,4]triazolo[1,5-a]pyridin-7-yloxy)-2-fluoro-3-methylphenyl)quinazolin-4-amine hydrochloride